ClC1=C(N=C2N1N=C(C=C2)S(=O)(=O)N[C@@H](C(F)(F)F)C2=CC=C(C=C2)F)C (R)-3-chloro-2-methyl-N-(2,2,2-trifluoro-1-(4-fluorophenyl)ethyl)imidazo[1,2-b]pyridazine-6-sulfonamide